N1=CC(=CC=C1)N1C2=CC=CC=C2C=2C=C(C=CC12)C1=NC(=NC(=N1)C=1C=CC=2N(C3=CC=CC=C3C2C1)C=1C=NC=CC1)C=1C=CC=2N(C3=CC=CC=C3C2C1)C=1C=NC=CC1 2,4,6-tris(9-(pyridin-3-yl)-9H-carbazol-3-yl)-1,3,5-triazine